7-((2S,5R)-4-(1-(6-cyclopropylpyridin-3-yl)ethyl)-2,5-diethylpiperazin-1-yl)-4-methyl-2-(tetrahydro-2H-pyran-2-yl)-2,4-dihydro-5H-pyrazolo[4,3-d]pyrimidin-5-one C1(CC1)C1=CC=C(C=N1)C(C)N1C[C@@H](N(C[C@H]1CC)C=1C=2C(N(C(N1)=O)C)=CN(N2)C2OCCCC2)CC